CC1=C(C=CC(=C1)[N+](=O)[O-])CN1CC=2N(CC1)N=CN2 7-[(2-methyl-4-nitrophenyl)methyl]-5H,6H,8H-[1,2,4]triazolo[1,5-a]pyrazine